ClC=1C=C2C(=CC1)NC(C21CCN(CC1)CCOC1=CC(=C(C(=C1)F)C(C)S(=O)(=O)C)F)=O 5-chloro-1'-{2-[3,5-difluoro-4-(1-methanesulfonylethyl)phenoxy]ethyl}-1,2-dihydrospiro[indole-3,4'-piperidin]-2-one